COC(\C(=C\OC)\C1=C(C=CC=C1)OC1=NC=NC(=C1)Cl)=O.NC=1SC(=C(N1)C1=C(C=CC=C1)OC(F)F)C(=O)NC1=CC(=CC=C1)C(F)(F)F 2-amino-4-(2-(difluoromethoxy)phenyl)-N-(3-(trifluoromethyl)phenyl)thiazole-5-carboxamide (E)-methyl-2-[2-(6-chloropyrimidin-4-yloxy)phenyl]-3-methoxypropenoate